COC=1C=C2C(=NC=NC2=CC1OC)OCC1CCS(CC1)(=O)=N 4-{[(6,7-dimethoxyquinazolin-4-yl)oxy]methyl}-1-imino-1λ6-thian-1-one